4-(2-(3-Aminopyrazin-2-yl)-5-(1-(fluoromethyl)-1H-1,2,3-triazol-4-yl)-3H-imidazo[4,5-b]pyridin-3-yl)benzyl acetate C(C)(=O)OCC1=CC=C(C=C1)N1C(=NC=2C1=NC(=CC2)C=2N=NN(C2)CF)C2=NC=CN=C2N